C(CC)N[O-].C(CCCCCCCCCCC)N laurylamine propyl-aminoxide